coumarine methacrylate C(C(=C)C)(=O)O.O1C(=O)C=CC2=CC=CC=C12